C(C=C)(=O)NC=1C=C(C=CC1)C=1C=C(C(=C2C=NC=NC12)N)C1=C(C=C(C(=O)NC2=NC=CC=C2)C=C1)Cl 4-(8-(3-acrylamidophenyl)-5-aminoquinazolin-6-yl)-3-chloro-N-(pyridin-2-yl)benzamide